C1(CC1)C[C@@H](C(=O)N[C@@H](CC1=CC=C(C=C1)O)C(=O)OC)NC(C[C@H]1N(C(CC1)=O)CC1=C(C(=CC(=C1)F)F)F)=O Methyl ((S)-3-cyclopropyl-2-(2-((S)-5-oxo-1-(2,3,5-trifluorobenzyl)-pyrrolidin-2-yl)acetamido)propanoyl)-L-tyrosinate